(2-butyl-1H-indol-1-yl)(phenyl)methanone C(CCC)C=1N(C2=CC=CC=C2C1)C(=O)C1=CC=CC=C1